[Ir-](Cl)Cl.C1=CCCC=CCC1.C1=CCCC=CCC1 bis(1,5-cyclooctadiene) iridium (I) dichloride